2-chloro-4-(3-fluoro-5-(trifluoromethyl)benzyl)pyridine ClC1=NC=CC(=C1)CC1=CC(=CC(=C1)C(F)(F)F)F